tert-Butyl ((1R,3S)-3-((5-bromo-2-methyl-3-nitropyridin-4-yl)amino)cyclohexyl)carbamate BrC=1C(=C(C(=NC1)C)[N+](=O)[O-])N[C@@H]1C[C@@H](CCC1)NC(OC(C)(C)C)=O